C(C)(C)(C)OC(=O)N1[C@@H](CC(C1)(F)F)CON1C(C2=CC=CC=C2C1=O)=O (S)-2-(((1,3-dioxoisoindolin-2-yl)oxy)methyl)-4,4-difluoropyrrolidine-1-carboxylic acid tert-butyl ester